FC(C(CC)NC(=O)C1=CC(=NN1)C=1C=C(C=CC1)C=1OC(=CN1)C(=O)N[C@@H](C(C)C)C(=O)OCC)(F)F ethyl (2-(3-(5-((1,1,1-trifluorobutan-2-yl)carbamoyl)-1H-pyrazol-3-yl)phenyl)oxazole-5-carbonyl)-L-valinate